tert-Butyl 4-((3-(2,5-difluoro-4-(1-(tetrahydro-2H-pyran-2-yl)-1H-pyrazol-4-yl)phenyl)thiazolo[4,5-c]pyridazin-6-yl)(methyl)amino)piperidine-1-carboxylate FC1=C(C=C(C(=C1)C=1C=NN(C1)C1OCCCC1)F)C1=CC2=C(N=N1)N=C(S2)N(C2CCN(CC2)C(=O)OC(C)(C)C)C